ONCC1CC(CCC1)CNO 1,3-dihydroxyaminomethylcyclohexane